4-bromo-2-iodo-1-[(E)-2-methoxyvinyl]benzene BrC1=CC(=C(C=C1)\C=C\OC)I